ClC=1C=CC(=NC1)COC1=NN(C=C1)C1CCNCC1 5-chloro-2-[[1-(4-piperidyl)pyrazol-3-yl]oxymethyl]pyridine